Cyclopropanesulfonic acid {2-[6-amino-8-(6-ethynyl-benzo[1,3]dioxol-5-ylsulfanyl)-purin-9-yl]-ethyl}-amide NC1=C2N=C(N(C2=NC=N1)CCNS(=O)(=O)C1CC1)SC1=CC2=C(OCO2)C=C1C#C